butyl 4-methyl (2R,4R)-2-methylpiperidine-1,4-dicarboxylate C[C@H]1N(CC[C@H](C1)C(=O)OC)C(=O)OCCCC